2,4,6-Tris(3,5-di-tert-butyl-4-hydroxybenzyl)phenol C(C)(C)(C)C=1C=C(CC2=C(C(=CC(=C2)CC2=CC(=C(C(=C2)C(C)(C)C)O)C(C)(C)C)CC2=CC(=C(C(=C2)C(C)(C)C)O)C(C)(C)C)O)C=C(C1O)C(C)(C)C